(E)-2-fluoro-((((E)-3-(4-hydroxy-3-methoxyphenyl)acryloyl)oxy)methyl)phenyl-3-(4-hydroxy-3-methoxyphenyl)acrylate F\C(\C(=O)OCOC(\C(=C\C1=CC(=C(C=C1)O)OC)\C1=CC=CC=C1)=O)=C\C1=CC(=C(C=C1)O)OC